C[N+]1=CC=C(C=C1)C1=CC=[N+](C=C1)C Dimethyl-4,4-bipyridinium